OC1CCN(CC1)C1=CC=C(C=C1)C(C=CC1=CC2=CC=CC=C2C=C1)=O 1-[4-(4-Hydroxypiperidin-1-yl)phenyl]-3-naphthalen-2-ylprop-2-en-1-one